4-((S)-4-acryloyl-3-(cyanomethyl)piperazin-1-yl)-7-chloro-2-(((S)-1-methylpyrrolidin-2-yl)methoxy)quinazoline-6-carbonitrile C(C=C)(=O)N1[C@H](CN(CC1)C1=NC(=NC2=CC(=C(C=C12)C#N)Cl)OC[C@H]1N(CCC1)C)CC#N